Cl.N(C)CC(=O)N Sarcosinamide hydrochloride